Fmoc-L-Cysteine C(=O)(OCC1C2=CC=CC=C2C2=CC=CC=C12)N[C@@H](CS)C(=O)O